C1(CC1)C=1N=NN(C1)[C@H](C(=O)N1[C@@H](C[C@H](C1)O)C(=O)NC(CC1=CC(=CC=C1)O)C1=CC=CC=C1)C(C)(C)C (2S,4R)-1-[(2S)-2-(4-cyclopropyltriazol-1-yl)-3,3-dimethyl-butanoyl]-4-hydroxy-N-[2-(3-hydroxyphenyl)-1-phenyl-ethyl]pyrrolidine-2-carboxamide